((6-phenyl-1,3,5-triazine-2,4-diyl)bis(benzene-5,3,1-triyl))tetrakis(9H-carbazole) C1(=CC=CC=C1)C1=NC(=NC(=N1)C=1C=C(C=C(C1)C1=CC=CC=2C3=CC=CC=C3NC12)C1=CC=CC=2C3=CC=CC=C3NC12)C=1C=C(C=C(C1)C1=CC=CC=2C3=CC=CC=C3NC12)C1=CC=CC=2C3=CC=CC=C3NC12